FC(C(=O)O)(F)F.FC(C(=O)O)(F)F.FC(C(=O)O)(F)F.CC(CCC(=O)N)C 4-methylpentanamide Tritrifluoroacetate